(1R,3S,5R)-2-((+)-2-(4-amino-6-methyl-9H-pyrimido[4,5-b]indol-9-yl)propanoyl)-N-(6-bromopyridin-2-yl)-2-azabicyclo[3.1.0]hexane-3-carboxamide NC1=NC=NC=2N(C3=CC=C(C=C3C21)C)C(C(=O)N2[C@@H]1C[C@@H]1C[C@H]2C(=O)NC2=NC(=CC=C2)Br)C